C(C)(C)(C)OC(N(CC=1SC=CC1)C1=C2C(=NC(=C1)Cl)C(=C(S2)[C@H]2OCC(C[C@@H]2[N+](=O)[O-])=C)Br)=O (3-bromo-5-chloro-2-((2S,3S)-5-methylene-3-nitrotetrahydro-2H-pyran-2-yl)thieno[3,2-b]pyridin-7-yl)(thiophen-2-ylmethyl)carbamic acid tert-butyl ester